C(C1=CC=CC=C1)OC(C(C)(C)OCCN1CC[C@@H]2N(CC([C@@H]21)(F)F)C(=O)OC(C)(C)C)=O (cis)-tert-Butyl 4-(2-((1-(benzyloxy)-2-methyl-1-oxopropan-2-yl) oxy) ethyl)-3,3-difluorohexahydropyrrolo[3,2-b]pyrrole-1(2H)-carboxylate